N-[2-methoxy-4-(4,4,5,5-tetramethyl-1,3,2-dioxaborolan-2-yl)phenyl]-5-methyl-3-phenyl-isoxazole-4-carboxamide COC1=C(C=CC(=C1)B1OC(C(O1)(C)C)(C)C)NC(=O)C=1C(=NOC1C)C1=CC=CC=C1